O1COC=C1 [1,3]-dioxole